FC(COC(=O)NC(SC)=NC(=O)OCC(F)F)F 1,3-bis(2,2-difluoroethoxycarbonyl)-2-methyl-2-thiopseudourea